OC(C)(C)C1=NC=CC=C1COC1=CN=C(C=C1C=O)OC 5-((2-(2-hydroxypropan-2-yl)pyridin-3-yl)methoxy)-2-methoxyisonicotinaldehyde